C(=CC1=CC=CC=C1)/C/1=C/C(=O)OC1=O styrene-maleic (anhydride)